3,3'-biphenyl C1=CC(=CC=C1)C=1C=CC=CC1